4-methyl-4-(3-phenyl-1,2,4-oxadiazol-5-yl)-N-{2-[4-(propan-2-yl)piperazin-1-yl]phenyl}piperidine-1-Carboxamide CC1(CCN(CC1)C(=O)NC1=C(C=CC=C1)N1CCN(CC1)C(C)C)C1=NC(=NO1)C1=CC=CC=C1